NC1=NC=C(C(=N1)OC)C#CC1=C(C(=NC=C1)NS(=O)(=O)C=1C(=NC=C(C1)Cl)OC)F N-{4-[2-(2-amino-4-methoxypyrimidin-5-yl)ethynyl]-3-fluoropyridin-2-yl}-5-chloro-2-methoxypyridine-3-sulfonamide